CC1=CC=2C=NC(=CC2N1)NC(C1=NC=C(C=C1)C=1C=NNC1)=O N-(2-methyl-1H-pyrrolo[3,2-c]pyridin-6-yl)-5-(1H-pyrazol-4-yl)picolinamide